NC1=NC=C(C2=C1C(=C(S2)C2=C(C=C(C=C2)NC(C=CC)=O)C(F)F)C2=CC=C(C=C2)OC2=NC=CC(=N2)C)C(=O)N 4-amino-2-(2-(difluoromethyl)-4-methylacrylamidophenyl)-3-(4-((4-methylpyrimidin-2-yl)oxy)phenyl)thieno[3,2-c]pyridine-7-carboxamide